[Si](C)(C)(C(C)(C)C)OC[C@H](O)C1=NC=C(C=C1)F (R)-2-((tert-butyldimethylsilyl)oxy)-1-(5-fluoropyridin-2-yl)ethan-1-ol